C1(=CC(=CC=C1)S(=O)(=O)N1CCC2(CC(CO2)NC[C@@H](COC=2C=C(C=CC2)S(=O)(=O)NC)O)CC1)C1=CC=CC=C1 3-((2S)-3-(8-(biphenyl-3-ylsulfonyl)-1-oxa-8-azaspiro[4.5]decan-3-ylamino)-2-hydroxypropoxy)-N-methylbenzenesulfonamide